C1(C=CC=C1)[Ti](C1=C(C(=CC=C1F)N(CCCC)C(C1=CC=CC=C1)=O)F)(C1=C(C(=CC=C1F)N(CCCC)C(C1=CC=CC=C1)=O)F)C1C=CC=C1 bis(cyclopentadienyl)bis[2,6-difluoro-3-(N-butylbenzoylamino)phenyl]titanium